1-tetrahydrothiophenium methylsulfate COS(=O)(=O)[O-].[SH+]1CCCC1